Cl.O1CCC(CC1)OC([C@H](C)N)=O (S)-tetrahydro-2H-pyran-4-yl-2-aminopropionate hydrochloride